NC[C@H](CO)C(F)(F)F |r| (+/-)-2-(aminomethyl)-3,3,3-trifluoropropan-1-ol